Cl.FC1=CC=C(C=C1)[C@H]1[C@@H](CNCC1)COC1=CC(=C(C=C1)O)OC (-)-trans-4-(4-fluorophenyl)-3-(4-hydroxy-3-methoxyphenoxymethyl)hexahydropyridine-hydrochloride